S(=O)(=O)(O)C1=C(C(=O)O)C=CC=C1C(=O)O.[Zn] zinc sulfoisophthalic acid